tert-butyl 4-(2-bromo-5-(2-((2-chloro-4-(trifluoromethyl)phenyl)amino)-2-oxoethyl)-6-ethyl-8-oxo-5,8-dihydropyrido[2,3-b]pyrazin-7-yl)piperazine-1-carboxylate BrC=1N=C2C(=NC1)N(C(=C(C2=O)N2CCN(CC2)C(=O)OC(C)(C)C)CC)CC(=O)NC2=C(C=C(C=C2)C(F)(F)F)Cl